COCCOC=1C=NC(=NC1)N1CCN(CC1)CCN(C1=CC=2N(C(=N1)N)N=C(N2)C=2OC=CN2)C N7-(2-{4-[5-(2-Methoxyethoxy)pyrimidin-2-yl]piperazin-1-yl}ethyl)-N7-methyl-2-(1,3-oxazol-2-yl)[1,2,4]triazolo[1,5-c]pyrimidine-5,7-diamine